S(=O)(=O)(O)C1=C(OC=C1)Cl sulfofuryl chloride